O1CCOCCC1 [1,4]Dioxepane